tert-butyl methyl((8-(2-methylpyridin-4-yl)isochroman-4-yl)methyl)carbamate CN(C(OC(C)(C)C)=O)CC1COCC2=C(C=CC=C12)C1=CC(=NC=C1)C